FC1=NC(=C2N=CN(C2=N1)C1OCCC1)NCC1=CC=C(C=C1)C(=O)OC 2-fluoro-6-{[4-(methoxycarbonyl)benzyl]amino}-9-(tetrahydrofuran-2-yl)-9H-purine